N-(5-(2,6-Difluoro-4-methoxyphenyl)-2-(6-(2-hydroxyethoxy)-4-isopropoxypyridin-2-yl)-1-methyl-3-oxo-2,3-dihydro-1H-pyrazol-4-yl)-4-(difluoromethoxy)benzamide FC1=C(C(=CC(=C1)OC)F)C1=C(C(N(N1C)C1=NC(=CC(=C1)OC(C)C)OCCO)=O)NC(C1=CC=C(C=C1)OC(F)F)=O